3-butylcoumarin C(CCC)C=1C(OC2=CC=CC=C2C1)=O